(4-amino-7-chloro-1,3-dihydrofuro[3,4-c]quinolin-8-yl)((3R)-3-(4-fluoro-3-(trifluoromethoxy)phenyl)-4-morpholinyl)methanone NC1=NC=2C=C(C(=CC2C2=C1COC2)C(=O)N2[C@@H](COCC2)C2=CC(=C(C=C2)F)OC(F)(F)F)Cl